C(C1=CC=CC=C1)OC(=O)N([C@@H]1CC(N(C1)C(=O)OC(C)(C)C)C(=O)OC)C (4R)-1-tert-butyl 2-methyl 4-(((benzyloxy)carbonyl)(methyl)amino)pyrrolidine-1,2-dicarboxylate